benzylidenemalonitril C(C1=CC=CC=C1)=C(C(C#N)O)C#N